C1(CC1)C1=NNC=C1C1=CN=CN1C 3-cyclopropyl-4-(1-methyl-1H-imidazol-5-yl)-1H-pyrazole